C1(CCCC1)COC1=CC=2C[C@H](N3C(C2C2=C1OCC2)=CC(C(=C3)C(=O)O)=O)C(C)C (S)-4-(Cyclopentylmethoxy)-7-isopropyl-11-oxo-2,6,7,11-tetrahydro-1H-furo[2,3-h]pyrido[2,1-a]isoquinoline-10-carboxylic Acid